C(#N)C1=CC=C(C=C1)C1=NOC(=C1C=O)C(F)(F)F 3-(4-cyanophenyl)-5-trifluoromethyl-4-isoxazoleformaldehyde